ClC1=C2C(=C(N=N1)NC1CN(CCC1)C1CC1)C=NC=C2 1-chloro-N-(1-cyclopropylpiperidin-3-yl)pyrido[3,4-d]pyridazin-4-amine